beta-oxoacrylamide O=C=CC(=O)N